tert-butyl N-[(1S)-4-amino-1-{[(3R)-1-ethylpyrrolidin-3-yl]carbamoyl}butyl]carbamate NCCC[C@@H](C(N[C@H]1CN(CC1)CC)=O)NC(OC(C)(C)C)=O